O(S(=O)(=O)C(F)(F)F)C1=CC2=CC=C(C(=C2C=C1)CC)F 5-ethyl-6-fluoronaphthalen-2-yl triflate